2-(4-((benzylamino)methyl)phenyl)-1H-benzimidazole-4-carboxamide C(C1=CC=CC=C1)NCC1=CC=C(C=C1)C1=NC2=C(N1)C=CC=C2C(=O)N